4-bromo-7-(4-cyclopropyl-1H-imidazol-1-yl)-2-(6-(4-isopropyl-4H-1,2,4-triazol-3-yl)pyridin-2-yl)isoquinolin-1(2H)-one BrC1=CN(C(C2=CC(=CC=C12)N1C=NC(=C1)C1CC1)=O)C1=NC(=CC=C1)C1=NN=CN1C(C)C